tert-butyl-4-[(S)-(5-chloro-2-pyridyl)-tetrahydropyran-4-yl-methyl]-4-hydroxy-piperidine-1-carboxylate C(C)(C)(C)OC(=O)N1CCC(CC1)(O)[C@@H](C1CCOCC1)C1=NC=C(C=C1)Cl